Natrium (S)-3-(6-Fluoro-2'-methylbiphenyl-3-yl)-3-(3-(1-methyl-4-oxido-2-oxo-1,2-dihydropyridin-3-yl)ureido)propanoat FC1=CC=C(C=C1C1=C(C=CC=C1)C)[C@H](CC(=O)[O-])NC(=O)NC=1C(N(C=CC1[O-])C)=O.[Na+].[Na+]